O=C(/C=C/C(=O)O)CC (E)-4-oxohex-2-enoic acid